ClC1=C(OC2=CC=CC3=C2NC(=NS3(=O)=O)NCC3=CC(=C(C=C3)Cl)Cl)C=CC=C1 5-(2-chlorophenoxy)-3-((3,4-dichlorobenzyl)amino)-4H-benzo[e][1,2,4]thiadiazine 1,1-dioxide